[I-].C1(CCC(CC1)CO)CO 4-cyclohexanedimethanol iodide